C[C@@H]1[C@H]([C@@H]([C@H]([C@]2(O1)OCC1=CC=C(C=C12)CC1=CC=C(C=C1)OCC)O)O)O (1S,3'R,4'S,5'S,6'R)-6'-Methyl-6-(4-ethoxy-benzyl)-3',4',5',6'-tetrahydro-3H-spiro-[isobenzofuran-1,2'-pyran]-3',4',5'-triol